C1(CC1)C[C@@]1(C(OCC=2C(N3CC=4C(=NC=5C=C(C(=C6C5C4[C@H](CC6)NC(CO)=O)C)F)C3=CC21)=O)=O)O N-((1S,9R)-9-(cyclopropylmethyl)-5-fluoro-9-hydroxy-4-methyl-10,13-dioxo-2,3,9,10,13,15-hexahydro-1H,12H-benzo[de]pyrano[3',4':6,7]indolizino[1,2-b]quinolin-1-yl)-2-hydroxyacetamide